CN1CC(=CCC1)C(=O)O 1-methyl-1,2,5,6-tetrahydro-pyridine-3-carboxylic acid